2-(trifluoromethyl)dioxolane FC(C1OCCO1)(F)F